5-Cyclopropyl-N-(3-(dimethylamino)-5-(1H-imidazol-2-yl)phenyl)pyrazolo[1,5-a]pyrimidine-3-carboxamide C1(CC1)C1=NC=2N(C=C1)N=CC2C(=O)NC2=CC(=CC(=C2)C=2NC=CN2)N(C)C